fluoro-2-methyl-3-pentanone FCC(C(CC)=O)C